C(C1=CC=CC=C1)OC=1C=C2CCN[C@H](C2=CC1OC)\C=C\C1=CN(C2=NC=C(C=C21)OC)C (1S)-6-(benzyloxy)-7-methoxy-1-[(E)-2-(5-methoxy-1-methyl-1H-pyrrolo[2,3-b]pyridin-3-yl)ethenyl]-1,2,3,4-tetrahydroisoquinoline